Br.[Cr](=O)(=O)(O)O[Cr](=O)(=O)O dichromate hydrobromide